C[C@@H](CC(=O)O)CCCOC1=C(C=CC=C1)CN1C(=NC=C1C(F)(F)F)C1=CC=C(C=C1)C(F)(F)F (3R)-3-methyl-6-(2-((5-(trifluoromethyl)-2-(4-(trifluoromethyl)phenyl)-1H-imidazol-1-yl)methyl)phenoxy)hexanoic acid